N1(CCCCC1)[NH3+] piperidinaminium